N(=O)N1CC2(C1)CCN(CC2)C(=O)OCC2=CC=CC=C2 benzyl 2-nitroso-2,7-diazaspiro[3.5]nonane-7-carboxylate